(6S,8R)-7-(2,2-difluoro-3-hydroxypropyl)-6-(2,6-difluoro-4-((1-(3-fluoropropyl)Azetidine-3-yl)amino)phenyl)-8-methyl-6,7,8,9-tetrahydrooxazolo[5,4-f]isoquinoline FC(CN1[C@@H](C2=CC=C3C(=C2C[C@H]1C)OC=N3)C3=C(C=C(C=C3F)NC3CN(C3)CCCF)F)(CO)F